4-methyl-2-[(6-methylpyridin-3-yl)methyl]-8-(trifluoromethyl)-4,5-dihydro-2H-furo[2,3-g]indazole-7-carboxylate CC1C2=CN(N=C2C2=C(C1)OC(=C2C(F)(F)F)C(=O)[O-])CC=2C=NC(=CC2)C